2-((2-((2-methoxy-4-((5-((S)-3-acetamidopyrrolidin-1-carbonyl)adamantan-2-yl)amino)phenyl)amino)-5-(trifluoromethyl)pyrimidin-4-yl)amino)-N,3-dimethylbenzamide COC1=C(C=CC(=C1)NC1C2CC3CC(CC1C3)(C2)C(=O)N2C[C@H](CC2)NC(C)=O)NC2=NC=C(C(=N2)NC2=C(C(=O)NC)C=CC=C2C)C(F)(F)F